C(CCCCCCCCCCCCCCC)N[C@@H](C)C(=O)O N-Hexadecylalanin